1-(5-(2,6-dioxopiperidin-3-yl)pyridin-2-yl)-4-methylpiperidine-4-carboxylic acid Tert-butyl-1-(5-(2,6-dioxopiperidin-3-yl)pyridin-2-yl)-4-methylpiperidine-4-carboxylate C(C)(C)(C)OC(=O)C1(CCN(CC1)C1=NC=C(C=C1)C1C(NC(CC1)=O)=O)C.O=C1NC(CCC1C=1C=CC(=NC1)N1CCC(CC1)(C(=O)O)C)=O